(R)-5-(2-((2-(1H-pyrazol-4-yl)propan-2-yl)amino)-1-hydroxyethyl)-4-methyl-isobenzofuran-1(3H)-one N1N=CC(=C1)C(C)(C)NC[C@H](O)C=1C(=C2COC(C2=CC1)=O)C